4-bromo-6-methoxypyrazolo[1,5-a]pyridine-3-carboxylic acid ethyl ester C(C)OC(=O)C=1C=NN2C1C(=CC(=C2)OC)Br